2-((3-(2-(4-isopropyl-2-(4-(trifluoromethyl)phenyl)thiazol-5-yl)ethyl)-5-methylbenzo[d]isoxazol-6-yl)oxy)-2-methylpropan-1-ol C(C)(C)C=1N=C(SC1CCC1=NOC2=C1C=C(C(=C2)OC(CO)(C)C)C)C2=CC=C(C=C2)C(F)(F)F